3-(bromodifluoromethyl)-5-chlorobenzoic acid methyl ester COC(C1=CC(=CC(=C1)Cl)C(F)(F)Br)=O